N-[5-bromo-6-(2-vinylphenyl)-2-pyridyl]-6-fluoro-pyridine-2-sulfonamide BrC=1C=CC(=NC1C1=C(C=CC=C1)C=C)NS(=O)(=O)C1=NC(=CC=C1)F